CN1N=CC(=C1)C=1C=C2CCNCC2=CC1 6-(1-methylpyrazol-4-yl)-1,2,3,4-tetrahydroisoquinoline